Trimethylphosphine CP(C)C